ClC=1C=C2C(=CN1)N(N=C2C=2C=NC(=NC2)N2CCN(CC2)C)C(=O)OC(C)(C)C tert-Butyl 5-chloro-3-(2-(4-methylpiperazin-1-yl)pyrimidin-5-yl)-1H-pyrazolo[3,4-c]pyridine-1-carboxylate